P(=O)(O)(OP(=O)(O)O)N1C(CNC(C1)C)C diphospho-2,5-dimethylpiperazine